CN(C(=O)C1=CC=C2C(=CC=CN12)C1=CC2=C(N(C=N2)C)C=C1C(F)(F)F)CCCNC N-methyl-8-(1-methyl-6-(trifluoromethyl)-1H-benzo[d]imidazol-5-yl)-N-(3-(methylamino)propyl)indolizine-3-carboxamide